CN(CC=CC(=O)NC1=NC=C(C=C1F)C1=CC(=CC=C1)C(C(=O)NC=1SC(=CN1)CC)C)C 4-(dimethylamino)-N-(5-(3-(1-((5-ethylthiazol-2-yl)amino)-1-oxopropan-2-yl)phenyl)-3-fluoropyridin-2-yl)but-2-enamide